2-bromo-1-(4-(5-(trifluoromethyl)-1,2,4-oxadiazol-3-yl)phenyl)ethan-1-one BrCC(=O)C1=CC=C(C=C1)C1=NOC(=N1)C(F)(F)F